ClC=1C(=NC(=NC1)NC1CCC(CC1)N(CCCCC)CCCCC)C=1C=NN(C1CC1CC1)C (1r,4r)-N1-(5-Chloro-4-(5-(cyclopropylmethyl)-1-methyl-1H-pyrazol-4-yl)pyrimidin-2-yl)-N4,N4-dipentylcyclohexane-1,4-diamine